N,N-di-hydroxy-isopropyl-benzene-sulfonamide ON(S(=O)(=O)C1=C(C=CC=C1)C(C)C)O